5-bromo-N-(3-methanesulfonamidophenyl)-4-phenylthiophene-2-carboxamide BrC1=C(C=C(S1)C(=O)NC1=CC(=CC=C1)NS(=O)(=O)C)C1=CC=CC=C1